tert-butyl (1-(N-(2-(2-(3-(2-(2,6-dioxopiperidin-3-yl)-1,3-dioxoisoindolin-4-yl)propoxy)ethoxy)ethyl)sulfamoyl)piperidin-4-yl)carbamate O=C1NC(CCC1N1C(C2=CC=CC(=C2C1=O)CCCOCCOCCNS(=O)(=O)N1CCC(CC1)NC(OC(C)(C)C)=O)=O)=O